Isopropyl ((4-nitrophenoxy)(m-toluyl oxy)phosphoryl)-L-alaninate [N+](=O)([O-])C1=CC=C(OP(=O)(OC=2C=C(C=CC2)C)N[C@@H](C)C(=O)OC(C)C)C=C1